N-(2,2-difluoro-3β,7β-dihydroxy-5β-cholan-24-oyl)aniline-2-sulfonic acid FC1([C@@H](C[C@H]2C[C@@H]([C@H]3[C@@H]4CC[C@H]([C@@H](CCC(=O)NC=5C(=CC=CC5)S(=O)(=O)O)C)[C@]4(CC[C@@H]3[C@]2(C1)C)C)O)O)F